COC(=O)N[C@H](C(=O)N[C@@H](CC1=CC=C(C=C1)NS(=O)(=O)O)C=1N=C(SC1)C1=CC=CC=C1)CC1=CC=CC=C1 4-{(S)-2-[(S)-2-(methoxycarbonylamino)-3-phenylpropionamido]-2-(2-phenyl-thiazol-4-yl)ethyl}phenylaminosulfonic acid